1,1-bis(4-methylphenyl)-2-(4-aminophenyl)-2-phenylethene CC1=CC=C(C=C1)C(=C(C1=CC=CC=C1)C1=CC=C(C=C1)N)C1=CC=C(C=C1)C